tert-Butyl N-[(1S)-5-amino-2,3-dihydro-1H-inden-1-yl]carbamate NC=1C=C2CC[C@@H](C2=CC1)NC(OC(C)(C)C)=O